CC1=C(C=2N(C=C1C=1NC3=CC=C(C=C3C1C(C)C)C1CC3C(CN(C3)C(CN(C)C)=O)C1)C=NN2)C 1-(5-(2-(7,8-Dimethyl-[1,2,4]triazolo[4,3-a]pyridin-6-yl)-3-isopropyl-1H-indol-5-yl)hexahydrocyclopenta[c]pyrrol-2(1H)-yl)-2-(dimethylamino)ethan-1-on